(S)-3-methyl-4-(3-(2-(methylsulfanyl)-5-(trifluoromethyl)pyrimidin-4-yl)-1-(benzenesulfonyl)-1H-pyrrolo[2,3-b]pyridin-6-yl)morpholin C[C@@H]1N(CCOC1)C1=CC=C2C(=N1)N(C=C2C2=NC(=NC=C2C(F)(F)F)SC)S(=O)(=O)C2=CC=CC=C2